4-(5-cyano-2-methoxyphenyl)-6-methyl-N-(5-(oxetan-3-ylsulfonyl)-5,6-dihydro-4H-pyrrolo[3,4-d]thiazol-2-yl)nicotinamide C(#N)C=1C=CC(=C(C1)C1=CC(=NC=C1C(=O)NC=1SC2=C(N1)CN(C2)S(=O)(=O)C2COC2)C)OC